methyl (5-chloro-2-nitrobenzyl)alaninate ClC=1C=CC(=C(CN[C@@H](C)C(=O)OC)C1)[N+](=O)[O-]